FC=1C=C(C=C(C1OC1=CC(=NC=C1)C)F)CO (3,5-difluoro-4-((2-methylpyridin-4-yl)oxy)phenyl)methanol